racemic-3-(isoquinolin-4-yl)-1-(5-methyl-2-(trifluoromethyl)pyridin-4-yl)-2-oxoimidazoline-4-carbonitrile C1=NC=C(C2=CC=CC=C12)N1C(N(C[C@@H]1C#N)C1=CC(=NC=C1C)C(F)(F)F)=O |r|